Methyl 5-((2-(2-(2-((tert-butoxycarbonyl)((2-chloro-[1,1'-biphenyl]-4-yl)methyl)amino)ethyl)-1H-imidazol-5-yl)ethyl)amino)benzo[c][2,6]naphthyridine-8-carboxylate C(C)(C)(C)OC(=O)N(CCC=1NC(=CN1)CCNC1=NC2=C(C3=CN=CC=C13)C=CC(=C2)C(=O)OC)CC2=CC(=C(C=C2)C2=CC=CC=C2)Cl